O1C(CCCC1)P1(OCCCO1)CC=1N=C(SC1)NC(C1=CC=CC=C1)=O N-(4-((2-oxaN-yl-1,3,2-dioxaphosphorinan-2-yl)methyl)-1,3-thiazol-2-yl)benzamide